ClC=1C(=C(C(=CC1)N1N=NN=C1)C1=CC(N2[C@@H](CC[C@H]2C1)C=1NC(=CN1)C1=C(C=NC(=C1)C(F)(F)F)NC(=O)C1CC1)=O)F N-[4-[2-[(3S,8aS)-7-[3-Chloro-2-fluoro-6-(tetrazol-1-yl)phenyl]-5-oxo-2,3,8,8a-tetrahydro-1H-indolizin-3-yl]-1H-imidazol-5-yl]-6-(trifluoromethyl)-3-pyridyl]cyclopropanecarboxamide